(R)-1-benzylpyrrolidin C(C1=CC=CC=C1)N1CCCC1